C1(CC1)COC1=CC(=C(C=C1)C1=C(C(=CN1S(=O)(=O)C=1C=NC=CC1)C=O)OC)F 5-(4-(Cyclopropylmethoxy)-2-fluorophenyl)-4-methoxy-1-(pyridin-3-ylsulfonyl)-1H-pyrrole-3-carbaldehyde